C(C)(C)(C)OC(=O)NCC(=O)O 2-(Tert-butoxycarbonylamino)acetic acid